ClC1=C2C(=NC=C1C1=CNC3=CC=C(C=C13)C#N)NCC21CC(CC1)(C(=O)N)C 4'-Chloro-5'-(5-cyano-1H-indol-3-yl)-3-methyl-1',2'-dihydrospiro[cyclopentane-1,3'-pyrrolo[2,3-b]pyridine]-3-carboxamide